1-(2-aminophenyl)3-phenylurea NC1=C(C=CC=C1)NC(=O)NC1=CC=CC=C1